ethyl 3-(3-bromophenyl)-3-oxo-propionate BrC=1C=C(C=CC1)C(CC(=O)OCC)=O